sodium acryloylalanine C(C=C)(=O)N[C@@H](C)C(=O)O.[Na]